FC1=CC=C(C=N1)CN(C1=CC=C(C#N)C=C1)C=1C=NC=NC1 4-(((6-fluoropyridin-3-yl)methyl)(pyrimidin-5-yl)amino)benzonitrile